COC(CC1COC2=C1C=C(C=C2)C=2C1=C(SC2C(=O)O)C=CC(=C1)OC(F)(F)F)=O 3-(3-(2-methoxy-2-oxoethyl)-2,3-dihydrobenzofuran-5-yl)-5-(trifluoromethoxy)benzo[b]thiophene-2-carboxylic acid